4-(3-methoxyprop-1-yn-1-yl)-6-methylpicolinic acid COCC#CC1=CC(=NC(=C1)C)C(=O)O